triazinyl amidophosphate P(=O)(OC1=NN=NC=C1)([O-])N